[6-chloro-3-(7-chloro-1H-indazol-6-yl)-1-(oxane-2-yl)-1H-pyrazolo[3,4-b]pyrazin-5-yl]methanol ClC1=C(N=C2C(=N1)N(N=C2C2=CC=C1C=NNC1=C2Cl)C2OCCCC2)CO